2-amino-N-[(1S)-1-(8-ethynyl-1-oxo-2-phenylisoquinolin-3-yl)ethyl]pyrazolo[1,5-a]pyrimidine-3-carboxamide NC1=NN2C(N=CC=C2)=C1C(=O)N[C@@H](C)C=1N(C(C2=C(C=CC=C2C1)C#C)=O)C1=CC=CC=C1